NCCN1CCSCC1 4-(2-aminoethyl)-thiomorpholine